Boc-aminopyridinecarboxylic acid C(=O)(OC(C)(C)C)C1=C(C(=NC=C1)C(=O)O)N